2-((3-(2-(4-chlorophenyl)propan-2-yl)-1,2,4-oxadiazol-5-yl)methyl)acrylic acid ClC1=CC=C(C=C1)C(C)(C)C1=NOC(=N1)CC(C(=O)O)=C